(2,4-dimethylphenyl)pyridin CC1=C(C=CC(=C1)C)C1=NC=CC=C1